(9aS)-1,3,4,6,7,8,9,9a-octahydropyrazino[2,1-c][1,4]oxazine C1OCCN2[C@H]1CNCC2